BrC=1C=CC2=C3N(N=C2C1)[C@@H](CN[C@@H]3C)C (1R,4R)-8-bromo-1,4-dimethyl-1,2,3,4-tetrahydropyrazino[1,2-b]indazole